C(#N)[C@@]1(N(CC1)C(=O)C1=CC(=C2N1CCC1=CC(=C(C=C21)C(=O)NC=2C(N(C=CC2)C)=O)OC)CC(F)(F)F)C (R)-3-(2-cyano-2-methylazetidine-1-carbonyl)-8-methoxy-N-(1-methyl-2-oxo-1,2-dihydropyridin-3-yl)-1-(2,2,2-trifluoroethyl)-5,6-dihydropyrrolo[2,1-a]isoquinoline-9-carboxamide